ClC1=NC=2N(C(=C1)N(C)CC1=CC=C(C=C1)OC)N=CC2N 5-chloro-N7-(4-methoxybenzyl)-N7-methylpyrazolo[1,5-a]pyrimidine-3,7-diamine